C(C)N1[C@@H](CCC1)C(C)OC=1C=C2CN(C(C2=CC1)=O)N1C(CCCC1=O)=O (5-(1-((S)-1-ethylpyrrolidin-2-yl)ethoxy)-1-oxoisoindolin-2-yl)piperidine-2,6-dione